tert-butyl-((3S,5S)-1-(2,7-dichloro-8-fluoropyrido[4,3-d]pyrimidin-4-yl)-5-hydroxypiperidine-3-yl)urethane C(C)(C)(C)N(C(=O)OCC)[C@@H]1CN(C[C@H](C1)O)C=1C2=C(N=C(N1)Cl)C(=C(N=C2)Cl)F